bis(2,4-dimethoxybenzyl)ammonia COC1=C(CNCC2=C(C=C(C=C2)OC)OC)C=CC(=C1)OC